ClC=1C=C(C=C(C1)C(=O)OC)B(O)O 3-CHLORO-5-METHOXYCARBONYL-PHENYL-BORONIC ACID